4-(5-fluoropyridin-2-yl)-5-methyl-3-oxopyrazine-2-carboxamide FC=1C=CC(=NC1)N1C(C(=NC=C1C)C(=O)N)=O